OCCCCC1=CC=CC=2N(C(N(C21)C)=O)C2C(NC(CC2)=O)=O 3-(4-(4-hydroxybutyl)-3-methyl-2-oxo-2,3-dihydro-1H-benzo[d]imidazol-1-yl)piperidine-2,6-dione